2-((2-phenoxyethyl)seleno)-N-(p-tolyl)benzamide Methyl-2-[4-[5-amino-4-cyano-1-(1-methoxy-2-methylpropan-2-yl)pyrazol-3-yl]phenyl]propanoate COC(C(C)C1=CC=C(C=C1)C1=NN(C(=C1C#N)N)C(COC)(C)C)=O.O(C1=CC=CC=C1)CC[Se]C1=C(C(=O)NC2=CC=C(C=C2)C)C=CC=C1